C(C)(C)(C)OC(=O)N1C[C@@H](N(CC1)C1=NC(=NC2=C(C(=C(C=C12)Cl)C1=NC(=CC(=C1I)C)N(CC1=CC=C(C=C1)OC)CC1=CC=C(C=C1)OC)F)F)C (3S)-4-[7-[6-[bis[(4-methoxyphenyl)methyl]amino]-3-iodo-4-methyl-2-pyridinyl]-6-chloro-2,8-difluoro-quinazolin-4-yl]-3-methyl-piperazine-1-carboxylic acid tert-butyl ester